4-fluoro-2-[4-[[3-hydroxycyclohexyl]amino]pyrido[3,4-d]pyridazin-1-yl]-5-(trifluoromethyl)phenol FC1=CC(=C(C=C1C(F)(F)F)O)C1=C2C(=C(N=N1)NC1CC(CCC1)O)C=NC=C2